1-cyclopropyl-5-(2-methyl-4-pyridinyl)-6-nitro-benzimidazole C1(CC1)N1C=NC2=C1C=C(C(=C2)C2=CC(=NC=C2)C)[N+](=O)[O-]